pentylphosphonic acid C(CCCC)P(O)(O)=O